2-cyanopyrimidine-4-carboxamide C(#N)C1=NC=CC(=N1)C(=O)N